ClC=1C=C(OC2CCC(CC2)NC(=O)C=2C=NC(=NC2)N2CCC(CC2)CO)C=CC1C#N N-((1r,4r)-4-(3-Chloro-4-cyanophenoxy)cyclohexyl)-2-(4-(hydroxymethyl)piperidin-1-yl)pyrimidine-5-carboxamide